ClC1=CC=C2C(=N1)N(C=C2C=2C(=NC=NC2OC)OC2CC2)COCC[Si](C)(C)C 5-(6-chloro-1-[[2-(trimethylsilyl)ethoxy]methyl]pyrrolo[2,3-b]pyridin-3-yl)-4-cyclopropoxy-6-methoxypyrimidine